COC(=O)C=1C=CC2=C(N(C(=N2)CN2CCC(CC2)OC2=NC(=CC=C2)COC2=C(C=C(C=C2)C#C[Si](C)(C)C)F)C[C@H]2OCC2)C1 (S)-2-((4-((6-((2-fluoro-4-((trimethylsilyl)Ethynyl)phenoxy)methyl)pyridin-2-yl)oxy)piperidin-1-yl)methyl)-1-(oxetan-2-ylmethyl)-1H-benzo[d]Imidazole-6-carboxylic acid methyl ester